6-(2-((2-cyano-2-methylpropyl)amino)-6-fluoro-4-methoxypyrrolo[2,1-f][1,2,4]triazin-5-yl)-N-methylimidazo[1,2-a]pyridine-3-carboxamide C(#N)C(CNC1=NN2C(C(=N1)OC)=C(C(=C2)F)C=2C=CC=1N(C2)C(=CN1)C(=O)NC)(C)C